C(C1=CC=CC=C1)N1N=C(C(=C1)C1=C(C(=NC=C1)N)C1=CC=C(C=C1)Cl)C 4-(1-Benzyl-3-methyl-1H-pyrazol-4-yl)-3-(p-chlorophenyl)-2-pyridylamine